2-(1-meth-ylethyl)-5-methyl-phenol CC(C)C1=C(C=C(C=C1)C)O